C(OC(C)(C#CC1=CC=CC=C1)C)([O-])=O (2-methyl-4-phenylbut-3-yn-2-yl) carbonate